NC1=C(C=2C(=NC=C(C2C=2C3=C(C=4C=NC(=NC4C2F)N2C[C@H](CC2)N(C)C)COC3)F)S1)C#N 2-Amino-4-(3-((S)-3-(dimethylamino)pyrrolidin-1-yl)-5-fluoro-7,9-dihydrofuro[3,4-f]quinazolin-6-yl)-5-fluorothieno[2,3-b]pyridine-3-carbonitrile